O1C(CCCC1)O[C@@H](C(=O)O)CC(=O)O (2R)-tetrahydropyranyl-oxy-1,4-butanedioic acid